2,2-difluoro-2-(4-isopropoxy-2-methylphenyl)acetic acid FC(C(=O)O)(C1=C(C=C(C=C1)OC(C)C)C)F